ClC1=NC=C(C(=N1)Cl)CN1C[C@H](OCC1)C (2R)-4-[(2,4-dichloropyrimidin-5-yl)methyl]-2-methylmorpholine